C(OC(C)(C)C)(OC=1C=CC2=C(C[C@H]3CCCN([C@@H]3C2)CCC)C1O[Si](C(C)C)(C(C)C)C(C)C)=O tert-butyl ((4aR,10aR)-1-propyl-6-((triisopropylsilyl)oxy)-1,2,3,4,4a,5,10,10a-octahydrobenzo[g]quinolin-7-yl) carbonate